n-hexadecyl-α-pentadecyl-nitrone C(CCCCCCCCCCCCCCC)C(=[NH+][O-])CCCCCCCCCCCCCCC